6-(3-Chloro-6-(difluoromethyl)-2-fluorophenyl)-N-(1-((S)-1-(5-methyl-6-((1R,5S)-2-oxo-3-azabicyclo[3.1.0]hexan-3-yl)pyridazin-3-yl)ethyl)-1H-pyrazol-4-yl)pyrazine-2-carboxamide ClC=1C(=C(C(=CC1)C(F)F)C1=CN=CC(=N1)C(=O)NC=1C=NN(C1)[C@@H](C)C=1N=NC(=C(C1)C)N1C([C@@H]2C[C@@H]2C1)=O)F